C1(CC1)C(=O)NC1=CC(=C(N=N1)C(=O)NC([2H])([2H])[2H])NC1=C2N([C@H](C=3N(C2=CC=C1)N=C(N3)C)C)C (S)-6-(cyclopropanecarboxamido)-N-(methyl-d3)-4-((2,4,5-trimethyl-4,5-dihydro-[1,2,4]triazolo[1,5-a]quinoxalin-6-yl)amino)pyridazine-3-carboxamide